O.C([O-])([O-])=O.[Cr+3].C([O-])([O-])=O.C([O-])([O-])=O.[Cr+3] chromium carbonate hydrate